O1CCN(CC1)C1=CC=C(C=2C1=NON2)N 7-morpholinobenzo[c][1,2,5]oxadiazol-4-amine